C(#N)CCN[C@@H](C)C(=O)O N-(2-CYANOETHYL)-ALANINE